NC1=NC(=C(C=2N1C(N(N2)CC2=NC=C(C=C2)F)=O)C=2C=C1C=NNC1=C(C2)C)C2=CC=CC=C2 5-amino-2-[(5-fluoro-2-pyridinyl)methyl]-8-(7-methyl-1H-indazol-5-yl)-7-phenyl-[1,2,4]triazolo[4,3-c]pyrimidin-3-one